COC1=CC=C(C=N1)CN1C2CN(CC1C2)C2=CC=C(C=N2)C=2C=1N(C=C(C2)OCCCS(=O)C)N=CC1C#N 4-(6-(6-((6-methoxypyridin-3-yl)methyl)-3,6-diazabicyclo[3.1.1]heptan-3-yl)-pyridin-3-yl)-6-(3-(S-methylsulfinyl)propoxy)pyrazolo[1,5-a]pyridine-3-carbonitrile